CC1(C(C(CC1)(CC(=C)C)CC(=C)C)O)C 2,2-dimethyl-5,5-bis(2-methylprop-2-enyl)cyclopentan-1-ol